5-(4-((2-cyclopropylpyrimidin-5-yl)methoxy)phenyl)-2-oxo-6-(trifluoromethyl)-1,2-dihydropyridine-3-carboxamide C1(CC1)C1=NC=C(C=N1)COC1=CC=C(C=C1)C=1C=C(C(NC1C(F)(F)F)=O)C(=O)N